NC1=NC=2C3=C(C(CC2C=N1)(C)C)C(=NN3)C(=O)NC3=CC=C(C=C3)CC(=O)N3CCC(CC3)N3CCCCC3 8-amino-N-{4-[2-(1,4'-bipiperidin-1'-yl)-2-oxoethyl]phenyl}-4,4-dimethyl-4,5-dihydro-1H-pyrazolo[4,3-H]quinazoline-3-carboxamide